CC1(CN(C=2C1=NC(=CC2)C=2C=NN(C2)C)C2=CC(=NC=C2)NC2=C(C=C(C(=C2)[N+](=O)[O-])N(C)CCN(C)C)OC)C N1-(4-(3,3-dimethyl-5-(1-methyl-1H-pyrazol-4-yl)-2,3-dihydro-1H-pyrrolo[3,2-b]pyridin-1-yl)pyridin-2-yl)-N4-(2-(dimethylamino)ethyl)-2-methoxy-N4-methyl-5-nitrobenzene-1,4-diamine